(2s,4s)-8-(4-chloro-2-fluorophenyl)-2-hydroxy-5-(4-(trifluoromethyl)-benzyl)-5,8-diazaspiro-[3.5]nonane-6,9-dione ClC1=CC(=C(C=C1)N1CC(N(C2(CC(C2)O)C1=O)CC1=CC=C(C=C1)C(F)(F)F)=O)F